C(C=C)(=O)NC=1C(=CC(=C(C1)N1N=C(C(=C1)C1=CC(=C(C(=O)N)C=C1)F)N)F)C 4-(1-(5-acrylamido-2-fluoro-4-methylphenyl)-3-amino-1H-pyrazol-4-yl)-2-fluorobenzamide